BrC=1C=C(C=CC1)C(C(=O)OC)(CCCO[Si](C)(C)C(C)(C)C)C Methyl 2-(3-bromophenyl)-5-((tert-butyldimethylsilyl)oxy)-2-methylpentanoate